2-fluoro-ethanol FCCO